m-iodobenzenesulfonate IC=1C=C(C=CC1)S(=O)(=O)[O-]